5-methyl-1-propyl-2-pyrrolidinone CC1CCC(N1CCC)=O